ClC1=CC=C2CC[C@@]3(C2=C1)[C@H](C3)C(=O)NC3=NC=CC(=C3)NCC=3N=C1N(C=C(C=C1)C1CC1)C3 (1S,2S)-6'-chloro-N-(4-(((6-cyclopropyl-imidazo[1,2-a]pyridin-2-yl)methyl)amino)pyridin-2-yl)-2',3'-dihydrospiro[cyclopropane-1,1'-indene]-2-carboxamide